4,7-phenanthroline C1=CC=NC2=CC=C3N=CC=CC3=C12